2,3-Dimethylnaphthalin CC1=CC2=CC=CC=C2C=C1C